[Na].NCCNCCN diethylenetriamine sodium